Ethyl 4-iodo-3-(spiro[2.2]pentan-1-yl)-1H-pyrazole-5-carboxylate IC=1C(=NNC1C(=O)OCC)C1CC12CC2